O=C1C(C(=O)[C@@]2([C@](OCCN=[N+]=[N-])(O[C@@H]([C@H]([C@@H]2O)O)CO)CC2C=CC=CC2=O)O)=CC=CC1=O 2-azidoethyl 2,3-di-oxo-benzoyl-6-oxo-benzyl-beta-D-glucopyranoside